(4-formylbenzo[d]thiazol-2-yl) carbamate C(N)(OC=1SC2=C(N1)C(=CC=C2)C=O)=O